7-hydroxycoumarin acetate C(C)(=O)O.OC1=CC=C2C=CC(OC2=C1)=O